2,5-Dimethoxytetrahydrofuran COC1OC(CC1)OC